C(C)OC(CCCCC(=O)OCC)=O.C(CCCC(=O)OCC)(=O)OCC diethyl glutarate diethyl-adipate